2-amino-N-(2-(4'-(trifluoromethoxy)-[1,1'-biphenyl]-4-yl)ethyl)butanamide NC(C(=O)NCCC1=CC=C(C=C1)C1=CC=C(C=C1)OC(F)(F)F)CC